FC1=C(C=CC=C1NC(=O)NC=1C=NC(=CC1)C)CN1C[C@@H](N([C@@H](C1)C)C(=O)OC)C methyl (2S,6R)-4-[(2-fluoro-3-{[(6-methyl(3-pyridyl))amino]carbonylamino}phenyl)methyl]-2,6-dimethylpiperazinecarboxylate